tert-butyl (1R,5S,E)-3-benzyl-6-(methoxymethylene)-3,8-diazabicyclo[3.2.1]octane-8-carboxylate C(C1=CC=CC=C1)N1C[C@H]2C\C(\[C@@H](C1)N2C(=O)OC(C)(C)C)=C/OC